N(=C=S)C1=NC=CC=C1N(C(OC(C)(C)C)=O)C tert-butyl (2-isothiocyanatopyridin-3-yl)-(methyl)-carbamate